Cl.C(=O)(O)CC1(CCNCC1)C(=O)O 4-(carboxymethyl)piperidine-4-carboxylic acid, hydrochloride